HEXAHYDROPYRIMIDINE-2,4,6-TRIONE N1C(NC(CC1=O)=O)=O